BrC1=C(C2=C(N(N=N2)C)C(=C1)O)C 5-Bromo-1,4-dimethyl-1H-benzotriazol-7-ol